2-[(6-methoxy-4-oxo-3H-quinazolin-2-yl)methyl]-3,4-dihydro-1H-isoquinoline-5-carbonitrile COC=1C=C2C(NC(=NC2=CC1)CN1CC=2C=CC=C(C2CC1)C#N)=O